((4-Ethoxy-5-(quinoxalin-6-yl)-7H-pyrrolo[2,3-d]pyrimidin-2-yl)amino)cyclohexan-1-ol C(C)OC=1C2=C(N=C(N1)NC1(CCCCC1)O)NC=C2C=2C=C1N=CC=NC1=CC2